1-ethyl-1H-imidazole-4-nitrile C(C)N1C=NC(=C1)C#N